7-((1-acetylpiperidin-4-yl)methoxy)-5-fluoro-2-(2-(piperidin-4-yl)ethyl)quinazolin-4(3H)-one C(C)(=O)N1CCC(CC1)COC1=CC(=C2C(NC(=NC2=C1)CCC1CCNCC1)=O)F